(3R)-3-piperidine-carbonitrile N1C[C@@H](CCC1)C#N